BrC1(N)CC(=C(C=C1)F)F 1-bromo-3,4-difluoroaniline